1-(3-(4-fluorophenyl)-7-methyl-2-(3-methylisoxazol-4-yl)quinolin-5-yl)ethan-1-ol FC1=CC=C(C=C1)C=1C(=NC2=CC(=CC(=C2C1)C(C)O)C)C=1C(=NOC1)C